O1C=CC2=C1C=C(C=C2)S(=O)(=O)N2CCC1(CCC(C1)N1CC3(COC3)C1)CC2 6-(8-(benzofuran-6-ylsulfonyl)-8-azaspiro[4.5]dec-2-yl)-2-oxa-6-azaspiro[3.3]heptane